Cl.C(C(=C)C)(=O)OCCCN Aminopropyl Methacrylate Hydrochloride